(R)-2-(1-cyclopropyl-2-hydroxyethyl)-7-(2-(2,2,2-trifluoroethoxy)phenyl)isoindolin-1-one C1(CC1)[C@H](CO)N1C(C2=C(C=CC=C2C1)C1=C(C=CC=C1)OCC(F)(F)F)=O